7-chloro-1-(2-chloroethoxy)-5-(2-(4-ethynylphenyl)propan-2-yl)-1H-indazole ClC=1C=C(C=C2C=NN(C12)OCCCl)C(C)(C)C1=CC=C(C=C1)C#C